C(C)C1=C2C(=CC(=CC2=CC=C1F)O)C1=C(C=2N=C(N=C(C2C=N1)NCC1(CCCCC1)O)OC[C@]12CCCN2C[C@@H](C1)F)F 5-ethyl-6-fluoro-4-(8-fluoro-2-(((2R,7aS)-2-fluorohexahydro-1H-pyrrolizin-7a-yl)methoxy)-4-(((1-hydroxycyclohexyl)methyl)amino)pyrido[4,3-d]pyrimidin-7-yl)naphthalen-2-ol